S(N)(OC[C@@H]1[C@H](C[C@@H](C1)NC1=NC=NC=C1C(=O)C=1OC=C(C1)CC1=CC(=CC=C1)C)O)(=O)=O [(1R,2S,4R)-2-hydroxy-4-({5-[4-(3-methylbenzyl)-2-furoyl]pyrimidin-4-yl} amino)cyclopentyl]methyl sulfamate